S(=O)(=O)(O)O.C(CCCCCCCCCCC)OCCCCCCCCCCCC Laurylether Sulfate